1-[(9Z,12Z)-octadec-9,12-dien-1-yloxy]-3-(octyloxy)propan-2-amine C(CCCCCCC\C=C/C\C=C/CCCCC)OCC(COCCCCCCCC)N